C(C1=CC=CC=C1)OCC1=C(C=C(C=C1)Br)N1C(SCC1=O)=N 3-(2-((benzyloxy)methyl)-5-bromophenyl)-2-iminothiazolidin-4-one